ClC=1C=C(C=CC1F)NC1=NC=NC2=CC(=C(C=C12)OCCCN1CCOCC1)OC 4-(3-chloro-4-fluorophenylamino)-7-methoxy-6-[3-(4-morpholinyl)propoxy]-quinazoline